C(#C)C=1C=CC=C2C=C(C=C(C12)C1=C(C=2N=C(N=C(C2C=N1)N1C[C@@H](C[C@](CC1)(C)O)NC(C=C)=O)OCC12CCCN2CCC1)F)O N-((3R,5R)-1-(7-(8-ethynyl-3-hydroxynaphthalen-1-yl)-8-fluoro-2-((tetrahydro-1H-pyrrolizin-7a(5H)-yl)methoxy)pyrido[4,3-d]pyrimidin-4-yl)-5-hydroxy-5-methylazepan-3-yl)acrylamide